The molecule is an acene that consists of six ortho-fused benzene rings in a rectilinear arrangement. It is an acene and a member of hexacenes. C1=CC=C2C=C3C=C4C=C5C=C6C=CC=CC6=CC5=CC4=CC3=CC2=C1